5-[(2RS)-2-cyclopropyl-7,8-dimethoxy-2H-1-benzopyran-5-ylmethyl]-pyrimidine-2,4-diamine C1(CC1)[C@H]1OC2=C(C=C1)C(=CC(=C2OC)OC)CC=2C(=NC(=NC2)N)N |r|